6,6'-bis(4-Aminophenoxy)-3,3,3',3'-tetramethyl-1,1'-spirobiindan NC1=CC=C(OC2=CC=C3C(CC4(C3=C2)CC(C2=CC=C(C=C24)OC2=CC=C(C=C2)N)(C)C)(C)C)C=C1